COC1=C(C(=O)NCC(F)(F)F)C(=CC(=C1)C1=CN=C2N1C=CC(=C2)C=2CCNCC2)OC 2,6-dimethoxy-4-[7-(1,2,3,6-tetrahydropyridin-4-yl)imidazo[1,2-a]pyridin-3-yl]-N-(2,2,2-trifluoroethyl)benzamide